5-(2-(2'-methyl-[1,1'-biphenyl]-4-yl)vinyl)-1H-1,2,3-triazole-4-carboxylic acid CC1=C(C=CC=C1)C1=CC=C(C=C1)C=CC1=C(N=NN1)C(=O)O